(2S)-N-[5-(2,4-difluorophenoxy)pyrazin-2-yl]-2-[3,3-dimethyl-4-(6-methyl-5-oxo-4H-pyrazine-2-carbonyl)piperazin-1-yl]propanamide FC1=C(OC=2N=CC(=NC2)NC([C@H](C)N2CC(N(CC2)C(=O)C=2N=C(C(NC2)=O)C)(C)C)=O)C=CC(=C1)F